N[C@@H](C(=O)O[C@@H]1[C@H](O[C@]([C@@H]1O)(C1=CC=C2C(=NC=NN21)NC([C@@H](CC)C)=O)C#N)COC(CC2=CC=CC=C2)=O)C(C)(C)C (2R,3S,4R,5R)-5-cyano-4-hydroxy-5-(4-((R)-2-methylbutanamido)pyrrolo[2,1-f][1,2,4]triazin-7-yl)-2-((2-phenylacetoxy)methyl)tetrahydrofuran-3-yl (R)-2-amino-3,3-dimethylbutanoate